6-bromo-2-chloro-8-ethyl-5-fluoroquinazoline BrC=1C(=C2C=NC(=NC2=C(C1)CC)Cl)F